[Br-].[Br-].BrC1=CC=C(CC[N+](CCOC2=CC=C(C=C2)[NH3+])(C)C)C=C1 4-(2-((4-bromophenethyl)dimethylammonio)-ethoxy)benzenaminium dibromide